aluminum acetoacetate ethyl-ethoxy(ethylacetate) C(C)OC(C(CC)OCC)=O.C(CC(=O)C)(=O)[O-].[Al+3].C(CC(=O)C)(=O)[O-].C(CC(=O)C)(=O)[O-]